N-[[(4,5-dimethoxy-2-nitrobenzyl)oxy]carbonyl]-2,6-dimethylpiperidine COC1=CC(=C(COC(=O)N2C(CCCC2C)C)C=C1OC)[N+](=O)[O-]